tert-butyl ((3-(4-methoxybenzyl)-4-oxo-3,4-dihydrophthalazin-1-yl)methyl)(3-oxo-3-(3-(5-(trifluoromethyl)pyrimidin-2-yl)-3,8-diazabicyclo[3.2.1]octan-8-yl)propyl)carbamate COC1=CC=C(CN2N=C(C3=CC=CC=C3C2=O)CN(C(OC(C)(C)C)=O)CCC(N2C3CN(CC2CC3)C3=NC=C(C=N3)C(F)(F)F)=O)C=C1